α-linolenic acid C(CCCCCCC\C=C/C\C=C/C\C=C/CC)(=O)O